Imidazole-2,4-dione N=1C(NC(C1)=O)=O